O(C)CCOC 1,2-dimethoxylethane